2-[4-(3-chloro-2-piperazin-1-yl-6-quinolyl)-1H-imidazol-2-yl]ethanamine dihydrochloride Cl.Cl.ClC=1C(=NC2=CC=C(C=C2C1)C=1N=C(NC1)CCN)N1CCNCC1